1-(2,5-difluorobenzyl)-4-(3-(2-methylpyridin-4-yl)-1H-indazol-5-yl)pyridin-2(1H)-one FC1=C(CN2C(C=C(C=C2)C=2C=C3C(=NNC3=CC2)C2=CC(=NC=C2)C)=O)C=C(C=C1)F